CN(C)\C=C(/C(=O)OCC)\C(C(OCC)OCC)=O ethyl (2Z)-2-(dimethylaminomethylene)-4,4-diethoxy-3-oxo-butanoate